CC=1N=C2C(=NC1C)C(=NC(=C2)N2C[C@@H](OCC2)C=2C=NN(C2)C)[C@@H]2C[C@H](C2)C(F)(F)F 2,3-dimethyl-7-((2S)-2-(1-methyl-1H-pyrazol-4-yl)-4-morpholinyl)-5-(trans-3-(trifluoromethyl)cyclobutyl)pyrido[3,4-b]pyrazine